CN(C(OCC1=CC=CC=C1)=O)CCOCCOCCOCCOCC(=O)OCC ethyl 4-methyl-3-oxo-1-phenyl-2,7,10,13,16-pentaoxa-4-azaoctadecan-18-oate